ClC=1C=C(C=C(C1)F)[C@H](CCN([C@@H](C(=O)O)C1=C(C(=CC=C1)C)C1CCC(CC1)O[C@@H](C(F)(F)F)C)C)N1CCN(CC1)C(C)C (R)-2-(((S)-3-(3-chloro-5-fluorophenyl)-3-(4-isopropylpiperazin-1-yl)propyl)(methyl)amino)-2-(3-methyl-2-((1R,4R)-4-(((R)-1,1,1-trifluoropropan-2-yl)oxy)cyclohexyl)phenyl)acetic acid